(4-hydroxy-7-(4-isopropyl-3-methylphenoxy)-1-methoxyisoquinoline-3-carbonyl)glycine OC1=C(N=C(C2=CC(=CC=C12)OC1=CC(=C(C=C1)C(C)C)C)OC)C(=O)NCC(=O)O